C(CCCCC)C(C(=O)OCCOCCOCC(COCCOCCOC(C(CCCCCCCC)CCCCCC)=O)NC(CCCN1CC(C1)CO)=O)CCCCCCCC 8-(4-(3-(hydroxymethyl)azetidin-1-yl)butanamido)-3,6,10,13-tetraoxapentadecane-1,15-diyl bis(2-hexyldecanoate)